2-[4-hydroxy-4-(2-oxoethyl)-1-piperidyl-pyrimidin-5-yl]-1H-pyrrolo[2,3-b]pyridine OC1(CCN(CC1)C1=NC=C(C=N1)C1=CC=2C(=NC=CC2)N1)CC=O